4-sulfamoyl-1H-indole-2-carboxylic acid S(N)(=O)(=O)C1=C2C=C(NC2=CC=C1)C(=O)O